2'-ethyl-4-(1-(5-fluoropyridyl-formyl)pyrrolidin-3-yl)biphenyl-3-carboxylic acid C(C)C1=C(C=CC=C1)C1=CC(=C(C=C1)C1CN(CC1)C(=O)C1=NC=C(C=C1)F)C(=O)O